1-bromo-2-(2-bromoethoxy)-3-fluorobenzene BrC1=C(C(=CC=C1)F)OCCBr